C(C)N(C1=NC2=CC(=C(C=C2C(N1NC(CC1=CC(=CC(=C1)F)F)=O)=O)F)F)CC N-(2-Diethylamino-6,7-difluoro-4-oxo-4H-quinazolin-3-yl)-2-(3,5-difluoro-phenyl)-acetamide